C1(=CC=CC=C1)CCO β-phenylethylalcohol